C(CCCCC)(=O)N1[C@@H](CC(C1)O)CO N-(hexanoyl)-4-hydroxyprolinol